[Hg+].[S-2].[Cd+2] cadmium sulfide mercury